CN1N=C(C(=C1)C1=CC=C(C=C1)C1=NOC(C1)(O)C(F)(F)F)C 3-[4-(1,3-dimethylpyrazol-4-yl)phenyl]-5-(trifluoromethyl)-4H-1,2-oxazol-5-ol